dihydroxybiphenyl-4,4'-diamine OC=1C(=C(C=CC1N)C1=CC=C(C=C1)N)O